hydroxy-β,β-dimethyl-γ-butyrolactone OC1C(=O)OCC1(C)C